N-(3-(N-(4-fluorophenyl)sulfamoyl)phenyl)-2-(6-azaspiro[2.5]octan-6-yl)nicotinamide FC1=CC=C(C=C1)NS(=O)(=O)C=1C=C(C=CC1)NC(C1=C(N=CC=C1)N1CCC2(CC2)CC1)=O